C(C)N1N=NC(=C1C=1C=CC=NC1)C 5-(1-ethyl-4-methyl-1H-1,2,3-triazol-5-yl)pyridine